(4aS,6R,8aS)-5,6,9,10,11,12-hexahydro-3-methoxy-11-methyl-4aH-[1]benzofuro[3a,3,2-ef][2]benzazepin-6-ol benzoate C(C1=CC=CC=C1)(=O)O[C@@H]1C[C@@H]2OC3=C(C=CC4=C3[C@]2(CCN(C4)C)C=C1)OC